[Si](C)(C)(C(C)(C)C)OCCN1N=C(C=2C1=C(N=CC2)C#N)C2=CC=C(C=C2)C(C)C 1-(2-((tert-butyldimethylsilyl)oxy)ethyl)-3-(4-isopropylphenyl)-1H-pyrazolo[3,4-c]pyridine-7-carbonitrile